[Li].C(CC)(=O)OCCC propyl propionate, lithium salt